(1S,3S)-3-((6-(5-(((5-(cyclobutylmethyl)-1,2,4-oxadiazol-3-yl)amino)methyl)-1-Methyl-1H-1,2,3-triazol-4-yl)-2-cyclopropylpyridin-3-yl)oxy)cyclohexane-1-carboxylic acid methyl ester COC(=O)[C@@H]1C[C@H](CCC1)OC=1C(=NC(=CC1)C=1N=NN(C1CNC1=NOC(=N1)CC1CCC1)C)C1CC1